FC1CN(CC1)C=1C=CC=2N(C1)N=C(N2)NC2=C(N=NC=C2)C(=O)NC([2H])([2H])[2H] 4-((6-(3-fluoropyrrolidin-1-yl)-[1,2,4]triazolo[1,5-a]pyridin-2-yl)amino)-N-(methyl-d3)pyridazine-3-carboxamide